COCCN(C=1N=C(C2=C(N1)C(=NC(=N2)N(CCOC)CCOC)N2CCC(CC2)OC)N(CCC)CCC)CCOC N2,N2,N6,N6-tetrakis(2-methoxyethyl)-8-(4-methoxypiperidin-1-yl)-N4,N4-dipropylpyrimido[5,4-d]pyrimidine-2,4,6-triamine